3,4,5-triiodobenzonitrile IC=1C=C(C#N)C=C(C1I)I